CC(C=O)(C)NC(OC(C)(C)C)=O 1,1-dimethylethyl N-(1,1-dimethyl-2-oxoethyl)carbamate